3-fluoro-4-(1H-pyrrolo[3,2-c]pyridin-4-yl)benzoic acid FC=1C=C(C(=O)O)C=CC1C1=NC=CC2=C1C=CN2